6-methoxy-1H-quinolin COC=1C=C2C=CCNC2=CC1